FC1=CC=C(C=C1)[C@@H](C)N(C(=O)C1=NOC(=C1)C1=CC=C(C=C1)OC)CCN1CCCC1 (R)-N-(1-(4-Fluorophenyl)ethyl)-5-(4-methoxyphenyl)-N-(2-(pyrrolidin-1-yl)ethyl)isoxazole-3-carboxamide